CSC1OC(OC1)=O 4-(methylthio)-1,3-dioxolan-2-one